tert-butyl (2E)-3-{4-chloro-6-[(5'S,7a'R)-3'-oxo-5'-phenyltetrahydro-1H,3'H-spiro[piperidine-4,2'-pyrrolo[2,1-b][1,3]oxazol]-1-yl]pyridin-3-yl}prop-2-enoate ClC1=C(C=NC(=C1)N1CCC2(C(N3[C@H](O2)CC[C@H]3C3=CC=CC=C3)=O)CC1)/C=C/C(=O)OC(C)(C)C